methyl 2-[2-amino-3-chloro-5-[4-[[(2R)-2-[(2-formyl-5-methyl-1H-pyrrole-3-carbonyl)-methyl-amino]propoxy]methyl]-2-methyl-1H-imidazol-5-yl]phenyl]acetate NC1=C(C=C(C=C1Cl)C1=C(N=C(N1)C)COC[C@@H](C)N(C)C(=O)C1=C(NC(=C1)C)C=O)CC(=O)OC